2-(3,4-dichlorophenyl)-4-methyl-1,2,4-oxadiazolidine-3,5-dione ClC=1C=C(C=CC1Cl)N1OC(N(C1=O)C)=O